C(C)C1(CN(CCC1)C(=O)C1=CC=C(C=C1)C1=CC=CN2C1=NC(=CC2=O)C(F)(F)F)O 9-(4-((3-ethyl-3-hydroxypiperidin-1-yl)carbonyl)phenyl)-2-(trifluoromethyl)-4H-pyrido[1,2-a]pyrimidin-4-one